C(C=C)C1=C(OC2=C(C=C(C(=N2)C(=O)O)NC(=O)OC(C)(C)C)C(F)(F)F)C=CC=C1 6-(2-allylphenoxy)-3-(tert-butoxycarbonylamino)-5-(trifluoromethyl)pyridine-2-carboxylic acid